8-(difluoromethoxy)-6-[6-(1-ethylpyrazol-4-yl)-4-methoxy-2-methyl-indazol-3-yl]-4-methyl-3,4-dihydro-2H-isoquinolin-1-one FC(OC=1C=C(C=C2C(CNC(C12)=O)C)C=1N(N=C2C=C(C=C(C12)OC)C=1C=NN(C1)CC)C)F